NC=1C=C(C=CC1F)[C@H](NS(=O)C(C)(C)C)C1=CC(=CC=C1)C#N N-((R)-(3-amino-4-fluorophenyl)(3-cyanophenyl)methyl)-2-methylpropane-2-sulfinamide